ClC1=C(C=CC=C1Cl)N1CCN(CC1)CCCCNC=1C2=C(N=C(N1)CN1CCOCC1)SC=C2 N-(4-(4-(2,3-dichlorophenyl)piperazin-1-yl)butyl)-2-(morpholinomethyl)thieno[2,3-d]pyrimidin-4-amine